N-(5-bromo-4-methyl-3-pyridyl)carbamic acid tert-butyl ester C(C)(C)(C)OC(NC=1C=NC=C(C1C)Br)=O